ClC1=NN2C(N=CC3=C2C(CN3C(=O)NC=3C=NC(=C(C3)Cl)N3N=CC=N3)(C(F)(F)F)C)=C1 2-chloro-N-(5-chloro-6-(2H-1,2,3-triazol-2-yl)pyridin-3-yl)-8-methyl-8-(trifluoromethyl)-7,8-dihydro-6H-pyrazolo[1,5-a]pyrrolo[2,3-e]pyrimidine-6-carboxamide